cobalt tin nitrilotriacetate N(CC(=O)[O-])(CC(=O)[O-])CC(=O)[O-].[Sn+4].[Co+2].N(CC(=O)[O-])(CC(=O)[O-])CC(=O)[O-]